N2-(2-aminoethyl)-N2-(2-(5-methyl-2,4-dioxo-3,4-dihydropyrimidin-1(2H)-yl)acetyl)-D-arginine NCCN([C@H](CCCNC(N)=N)C(=O)O)C(CN1C(NC(C(=C1)C)=O)=O)=O